CC(CC(CCCCCCCCCCCC)O)O hexadecane-2,4-diol